tetracosanyl-(lignoceroyl)-CoA C(CCCCCCCCCCCCCCCCCCCCCCC)CCCCCCCCCCCCCCCCCCCCCCCC(=O)SCCNC(CCNC([C@@H](C(COP(OP(OC[C@@H]1[C@H]([C@H]([C@@H](O1)N1C=NC=2C(N)=NC=NC12)O)OP(=O)(O)O)(=O)O)(=O)O)(C)C)O)=O)=O